CN1CCN(CC1)C1=CC(=C(C=C1)N1C=NC(=C1)NC=1N=CC(=NC1)C#N)OC(F)(F)F 5-((1-(4-(4-Methylpiperazin-1-yl)-2-(trifluoromethoxy)phenyl)-1H-imidazol-4-yl)amino)pyrazine-2-carbonitrile